O=C1C2CN(CC1CC2)C(=O)N2CC1=C(C=C(C=C1CC2)C=2C=C1C(=NC2)NC=C1C)[C@H]1NCCOC1 (3R)-3-(2-(8-oxo-3-azabicyclo[3.2.1]octane-3-Carbonyl)-6-(3-methyl-1H-pyrrolo[2,3-b]pyridin-5-yl)-1,2,3,4-tetrahydroisoquinolin-8-yl)morpholine